FC1=C(C=O)C(=CC=C1)C(F)(F)F 2-fluoro-6-(trifluoromethyl)benzaldehyde